CNC(=O)[C@H]1C[C@@H](CC1)NC(OC(C)(C)C)=O tert-butyl N-[(1R,3R)-3-(methylcarbamoyl)cyclopentyl]carbamate